OC1(CCC(CC1)CNC([O-])=O)C (4-hydroxy-4-methylcyclohexyl methyl)carbamate